C(\C=C\C1=CC=C(C=C1)O)(=O)SCCNC(CCNC([C@@H](C(COP(OP(OC[C@@H]1[C@H]([C@H]([C@@H](O1)N1C=NC=2C(N)=NC=NC12)O)OP(=O)(O)O)(=O)O)(=O)O)(C)C)O)=O)=O p-coumaryl-CoA